ethoxy-2-methyl-N-(6-(piperidin-4-yl)pyridazin-3-yl)pyrazolo[1,5-a]pyridine-5-carboxamide hydrochloride Cl.C(C)OC=1C(=NN2C1C=C(C=C2)C(=O)NC=2N=NC(=CC2)C2CCNCC2)C